ClC=1C(=NC(=NC1)NC=1C=C(C(=C(C(=O)OC)C1)OS(=O)(=O)C(F)(F)F)CC)NC1CCCC1 methyl 5-[[5-chloro-4-(cyclopentylamino)pyrimidin-2-yl]amino]-3-ethyl-2-(trifluoromethylsulfonyloxy)benzoate